ClC=1C=CC2=C(N(C(=N2)C=2OC(=CC2)C2=CC=CC=C2)C)C1 6-chloro-1-methyl-2-(5-phenylfuran-2-yl)-1H-benzo[d]imidazole